7-bromo-N-tert-butyl-indoline-5-sulfonamide BrC=1C=C(C=C2CCNC12)S(=O)(=O)NC(C)(C)C